C(C1CO1)OC(CC)[Si](OCC)(OCC)C α-glycidoxypropyl-methyl-diethoxysilane